2-aminoethyl(trihexadecanoxysilane) NCC[Si](OCCCCCCCCCCCCCCCC)(OCCCCCCCCCCCCCCCC)OCCCCCCCCCCCCCCCC